ClC1=CC=C2C(=CC=C(N12)C=1C=NC=CC1SC1CCC1)C#N 1-((3-(3-Chloro-8-cyanoindolizin-5-yl)pyridin-4-yl)thio)cyclobutan